benzyl ((2S,3S)-1-(azetidin-1-ylcarbonyl)-2-((3'-fluoro[biphenyl]-3-yl)methyl)pyrrolidin-3-yl)carbamate N1(CCC1)C(=O)N1[C@H]([C@H](CC1)NC(OCC1=CC=CC=C1)=O)CC=1C=C(C=CC1)C1=CC(=CC=C1)F